CS(=O)(=O)[O-].C(CCC)[N+]1(CCCC1)CCC 1-Butyl-1-propylpyrrolidinium methansulfonat